(R)-N-(1-cyclopropyl-3,3-difluoropiperidin-4-yl)-5-(imidazo[1,2-a]pyrimidin-6-yl)-4-methoxypyrrolo[2,1-f][1,2,4]triazin-2-amine C1(CC1)N1CC([C@@H](CC1)NC1=NN2C(C(=N1)OC)=C(C=C2)C=2C=NC=1N(C2)C=CN1)(F)F